(R)-4-(4-((1-(3-(2-(azetidin-3-yl)-1,1-difluoroethyl)phenyl)ethyl)amino)-7-oxo-8-(7-oxoheptyl)-7,8-dihydropyrido[2,3-d]pyrimidin-6-yl)tetrahydro-2H-thiopyran-4-carbonitrile 1,1-dioxide N1CC(C1)CC(F)(F)C=1C=C(C=CC1)[C@@H](C)NC=1C2=C(N=CN1)N(C(C(=C2)C2(CCS(CC2)(=O)=O)C#N)=O)CCCCCCC=O